CC1(COCC1)NC=1C2=C(N=C(N1)C1=NC=CC=C1)CCCN2 N-(3-methyltetrahydrofuran-3-yl)-2-(2-pyridinyl)-5,6,7,8-tetrahydropyrido[3,2-d]pyrimidin-4-amine